C(CCC)[Sn](C=1C=NC=CN1)(CCCC)CCCC 3-(tributylstannyl)pyrazine